C[C@H]1CN(C[C@@H](N1)C)C=1C=C2C=NC(=NC2=CC1)C1=CC2=CN(N=C2C(=C1O)C)C 5-{6-[(3S,5S)-3,5-dimethylpiperazin-1-yl]quinazolin-2-yl}-2,7-dimethylindazol-6-ol